[K].C(C=C)[B-](F)(F)F.[H+] allyltrifluoroboric acid potassium